OC1CC(CCC1)N1N=C(C=2C=NC=CC21)C2=CC=C(CNC(C1=C(C=CC=C1)OC)=O)C=C2 N-(4-(1-(3-hydroxycyclohexyl)-1H-pyrazolo[4,3-c]pyridin-3-yl)benzyl)-2-methoxybenzamide